2-chloro-5-fluorophenyl-boric acid ClC1=C(C=C(C=C1)F)OB(O)O